C(C1=CC=CC=C1)OC=1C(C(=CN2C1C(N1CCC=C[C@H]2C1)=O)C(=O)NCC1=C(C(=C(C=C1)F)Cl)F)=O (7S)-12-(benzyloxy)-N-(3-chloro-2,4-difluorobenzyl)-1,11-dioxo-1,4,7,11-tetrahydro-3H-2,7-methanopyrido[1,2-a][1,4]diazonine-10-carboxamide